6-O-alpha-D-glucopyranosyl-D-fructose [C@H]1([C@H](O)[C@@H](O)[C@H](O)[C@H](O1)CO)OC[C@H]([C@H]([C@@H](C(CO)=O)O)O)O